2-(Dimethylamino)-N,N,N-trimethylethan-1-aminium CN(CC[N+](C)(C)C)C